1-(4-(cyclopropylmethyl)-3,4-dihydroquinoxaline-1(2H)-yl)-2-(pyrrolidin-1-yl)ethan-1-one C1(CC1)CN1CCN(C2=CC=CC=C12)C(CN1CCCC1)=O